OC(=O)C(F)(F)F.NCCN(C(C(C)C)C=1C(=C(C#N)C=CC1)F)C1CC1 3-(1-((2-aminoethyl)(cyclopropyl)amino)-2-methylpropyl)-2-fluorobenzonitrile TFA salt